4-(9-((2-(2,6-dioxopiperidin-3-yl)-1-oxoisoindolin-4-yl)thio)nonanoyl)piperazin O=C1NC(CCC1N1C(C2=CC=CC(=C2C1)SCCCCCCCCC(=O)N1CCNCC1)=O)=O